C(#N)C=1C(=CC(=C2C=NN(C12)CC1=CC=C(C=C1)OC)N1C[C@@H](CC1)O)C1=CC=C(CNC(C2=C(C=CC(=C2)F)OC)=O)C=C1 (R)-N-(4-(7-cyano-4-(3-hydroxypyrrolidin-1-yl)-1-(4-methoxybenzyl)-1H-indazol-6-yl)benzyl)-5-fluoro-2-methoxybenzamide